2-hydrazino-terephthalic acid N(N)C1=C(C(=O)O)C=CC(=C1)C(=O)O